tert-Butyl N-[4-(1-oxidopyridin-1-ium-4-yl)thiazol-2-yl]-N-[3-(trifluoromethyl)phenyl]carbamate [O-][N+]1=CC=C(C=C1)C=1N=C(SC1)N(C(OC(C)(C)C)=O)C1=CC(=CC=C1)C(F)(F)F